[3-(2-chloro-5-fluorophenyl)-8-fluoro-3-hydroxy-1-oxo-2,3-dihydro-1H-benzo[e]isoindol-4-yl]-4-methylbenzenesulfonamide ClC1=C(C=C(C=C1)F)C1(NC(C=2C3=C(C=C(C12)C1=C(C=CC(=C1)C)S(=O)(=O)N)C=CC(=C3)F)=O)O